(S)-3-(1-fluorocyclopropyl)-3-hydroxy-N-((R)-2-methoxy-1-(3-(trifluoromethoxy)phenyl)ethyl)butanamide FC1(CC1)[C@@](CC(=O)N[C@@H](COC)C1=CC(=CC=C1)OC(F)(F)F)(C)O